ClC1=NC(=CC(=C1)C(CN[C@H](CO)C)O)Cl (2S)-2-((2-(2,6-dichloropyridin-4-yl)-2-hydroxyethyl)amino)-propan-1-ol